CC1=NC(=NC(=C1)C)C1=C(N=C(S1)NC(NCC(=O)N)=O)C 2-(3-(5-(4,6-dimethylpyrimidin-2-yl)-4-methylthiazol-2-yl)ureido)acetamide